[C@H]12CN(C[C@H](CC1)N2)C2=NC(=NC1=C(C(=C(C=C21)Cl)C2=CC=CC1=CC=CC=C21)F)OCCCN(C)CC 4-((R or S)-4-((1R,5S)-3,8-diazabicyclo[3.2.1]octan-3-yl)-6-chloro-2-(3-(ethyl(methyl)amino)propoxy)-8-fluoro-quinazolin-7-yl)naphthalen